butoxy ethyl stearate CCCCCCCCCCCCCCCCC(C(=O)OCC)OCCCC